3-chloro-6,7-dihydro-5H-cyclopenta[c]pyridin-7-ol ClC1=CC2=C(C=N1)C(CC2)O